FC=1C=C(COC2=C(C=C(C=C2)NC2=C(C=3N=C(C=NC3C=C2)N2CCOCC2)C#N)OC)C=CC1 6-((4-((3-fluorobenzyl)oxy)-3-methoxyphenyl)amino)-3-morpholinoquinoxaline-5-carbonitrile